2-(6-(((1S,2R,3R,5R)-2-fluoro-1,5-dimethyl-8-azabicyclo[3.2.1]octan-3-yl)(methyl)amino)-1,2,4-triazin-3-yl)-5-(1H-imidazol-1-yl)phenol F[C@H]1[C@@]2(CC[C@](C[C@H]1N(C1=CN=C(N=N1)C1=C(C=C(C=C1)N1C=NC=C1)O)C)(N2)C)C